2-(decyldithianyl)pyridine C(CCCCCCCCC)C1(SSCCC1)C1=NC=CC=C1